BrC=1C(=CC=2N(C1)C=C(N2)C(F)F)OC 6-bromo-2-(difluoromethyl)-7-methoxyimidazo[1,2-a]Pyridine